N-BOC-2,5-DIHYDROPYRROL C(=O)(OC(C)(C)C)N1CC=CC1